C(C1=CC=CC=C1)C1N(C(OC1)=O)C(C=CC1=C(C=CC=C1)OC1=CC=CC=C1)=O 4-benzyl-3-(3-(2-phenoxyphenyl)acryloyl)-oxazolidin-2-one